[(2,5-dimethoxyphenyl)imino]diethane-2,1-diyl diacetate C(C)(=O)OCCN(CCOC(C)=O)C1=C(C=CC(=C1)OC)OC